C(C)(C)(C)CNC1CCN(CC1)C1=NC(=CC(=C1C#N)C1=CC(=C(C=C1)C#N)F)C tert-butyl-N-(1-(3-cyano-4-(4-cyano-3-fluorophenyl)-6-methylpyridin-2-yl)piperidin-4-yl)aminomethane